COC1=CC(=C(C=C1)C(C(=O)OC)=O)OCOC methyl 2-(4-methoxy-2-(methoxymethoxy)phenyl)-2-oxoacetate